3-(1-methyl-2-phenyl-1H-pyrrolo[2,3-b]pyridin-3-yl)-2-propen-1-one CN1C(=C(C=2C1=NC=CC2)C=CC=O)C2=CC=CC=C2